C(=O)C1=CC(=NC(=C1)N1C=NC=C1)C(=O)NC1CCC(CC1)OCCOC 4-formyl-6-(1H-imidazol-1-yl)-N-((1r,4r)-4-(2-methoxyethoxy)cyclohexyl)picolinamide